4-(acetyl)cytosine potassium diethyl-(phosphite) C(C)OP(OCC)[O-].[K+].C(C)(=O)C1(NC(NC=C1)=O)N